ClC=1N=NC(=CC1OC[C@@H]1CC[C@@]2(CCCN12)COC(C1=CC=CC=C1)(C1=CC=CC=C1)C1=CC=CC=C1)C(F)(F)F (3S,7aS)-3-(((3-chloro-6-(trifluoromethyl)pyridazin-4-yl)oxy)methyl)-7a-((trityloxy)methyl)hexahydro-1H-pyrrolizine